bis(4-naphthalen-2-yl-phenyl)-4-(7-azabenzooxazol-2-yl)-phenyl-amine C1=C(C=CC2=CC=CC=C12)C1=CC=C(C=C1)N(C1=CC=C(C=C1)C=1OC2=C(N1)C=CC=N2)C2=CC=C(C=C2)C2=CC1=CC=CC=C1C=C2